calcium hydrofluoric acid sodium salt [Na].F.[Ca]